CN(C1=NN2C(C(=CC(=C2)C=2C=C3C(=NC(=NC3=CC2)C)N[C@H](C)C=2C=C(C=CC2)C)OC)=N1)C (R)-6-(2-(dimethylamino)-8-methoxy-[1,2,4]triazolo[1,5-a]pyridin-6-yl)-2-methyl-N-(1-(m-tolyl)ethyl)quinazolin-4-amine